FC=1C=CC(=C(C1)C12N(CCC2C1)C(=O)OC(C)(C)C)O tert-Butyl 1-(5-fluoro-2-hydroxyphenyl)-2-azabicyclo[3.1.0]hexane-2-carboxylate